C1(CC1)NC(=O)C=1C=C(C(=C(C1)C1=NC=C(C(=O)NC(CC)C)C=C1)C)F 6-(5-cyclopropylcarbamoyl-3-fluoro-2-methyl-phenyl)-N-(1-methylpropyl)nicotinamide